1-(3-methylidenecyclobutyl)ethanone C=C1CC(C1)C(C)=O